C[C@@H]1[C@@H](CC=C(C1)C(=O)OC)C(=O)OC(C)(C)C 4-(tert-butyl) 1-methyl (4R,5S)-5-methylcyclohex-1-ene-1,4-dicarboxylate